TRANS-3-{[(5-fluoropyridin-2-yl)oxy]methyl}-2-[(4-methoxyphenyl)methyl]-4-methyl-2-azabicyclo[3.1.1]heptane FC=1C=CC(=NC1)OCC1N(C2CC(C1C)C2)CC2=CC=C(C=C2)OC